trimethylolpropane trisodium salt [Na].[Na].[Na].C(O)C(CC)(CO)CO